3-(2,6-di(benzyloxy)pyridin-3-yl)-6-bromo-1-methyl-1H-indazole C(C1=CC=CC=C1)OC1=NC(=CC=C1C1=NN(C2=CC(=CC=C12)Br)C)OCC1=CC=CC=C1